BrC1=CC(=C(C(=C1)OC)[C@H]1[C@@H](CCC(=C1)C([2H])([2H])[2H])C(=O)OC)OC Methyl (1R,2R)-4'-bromo-2',6'-dimethoxy-5-(methyl-d3)-1,2,3,4-tetrahydro-[1,1'-biphenyl]-2-carboxylate